Isobutyl 3-(1-((1-((3'-acetyl-2-chloro-[1,1'-biphenyl]-4-yl)methyl)piperidin-4-yl)methyl)-1H-1,2,3-triazol-4-yl)-5-fluoro-1H-indole-2-carboxylate C(C)(=O)C=1C=C(C=CC1)C1=C(C=C(C=C1)CN1CCC(CC1)CN1N=NC(=C1)C1=C(NC2=CC=C(C=C12)F)C(=O)OCC(C)C)Cl